6-[7-Amino-5-(propylthio)-3H-1,2,3-triazolo[4,5-d]pyrimidin-3-yl]-tetrahydro-2,2-dimethyl-4H-cyclopenta-1,3-dioxole-4-methanol NC=1C2=C(N=C(N1)SCCC)N(N=N2)C2CC(C1C2OC(O1)(C)C)CO